O1N=CC(=C1)C=1C=C(OCCOC2=CC=C(C#N)C=C2)C=CC1 4-(2-(3-(isoxazol-4-yl)phenoxy)ethoxy)benzonitrile